[Se](C#N)O selenocyano alcohol